2''-(2-phenylethyl)dispiro[1,3-dioxolane-2,1'-cyclohexane-4',3''-indole] C1(=CC=CC=C1)CCC1=NC2=CC=CC=C2C12CCC1(CC2)OCCO1